S1C(=CC2=C1C=CC=C2)C2=CC=C(C=C2)N(C2=CC1=CC(=CC=C1C=C2)C2=CC1=C(SC3=C1C=CC=C3)C=C2)C2=CC=C(C=C2)C=2SC3=C(N2)C=CC=C3 (4-Benzothien-2-yl-phenyl)-(4-benzothiazol-2-yl-phenyl)-(7-dibenzothiophen-2-yl-naphthalen-2-yl)amine